C1(CC1)NCC1=CC(=C(C=C1)C=1N=C2SC3=C(C=NC(=C3)C(=O)NCCCN(CC)CC)N2C1)F 2-(4-((cyclopropylamino)methyl)-2-fluorophenyl)-N-(3-(diethylamino)propyl)imidazo[2',1':2,3]thiazolo[4,5-c]pyridine-7-carboxamide